bis[4-(4-aminophenoxy)phenyl]hexafluoropropane NC1=CC=C(OC2=CC=C(C=C2)C(C(F)(F)F)(C(F)(F)F)C2=CC=C(C=C2)OC2=CC=C(C=C2)N)C=C1